BrC=1C=C2C(=NC1)N(N=C2)CC2=CC=C(C=C2)OC 5-bromo-1-(4-methoxybenzyl)-1H-pyrazolo[3,4-b]pyridine